3,3-diethoxy-1-propanol C(C)OC(CCO)OCC